COC1(CC(C1)(C)CN1C(C2=CC=CC=C2C1=O)=O)OC 2-((3,3-dimethoxy-1-methylcyclobutyl)methyl)isoindoline-1,3-dione